6-({4-methyl-1-[6-(trifluoromethyl)pyridin-3-yl]-1H-1,2,3-triazol-5-yl}methoxy)-2-(oxan-4-yl)-1,2,3,4-tetrahydro-2,7-naphthyridine CC=1N=NN(C1COC=1C=C2CCN(CC2=CN1)C1CCOCC1)C=1C=NC(=CC1)C(F)(F)F